C1=CC=CC1.C1=CC=CC1.[Co] cobalt bis(cyclopentadiene)